ethyl 5-((4-chlorophenyl) ethynyl)-2-((2-(trimethylsilyl) ethoxy) methyl)-2H-1,2,3-triazole-4-carboxylate ClC1=CC=C(C=C1)C#CC=1C(=NN(N1)COCC[Si](C)(C)C)C(=O)OCC